NC1=NC(=NC=C1)N1CC(CC1)(F)C(C)O 1-(1-(4-aminopyrimidin-2-yl)-3-fluoropyrrolidin-3-yl)ethanol